(R)-N-(4-(((2-(3-Hydroxypiperidin-1-yl)-8-isopropylpyrazolo[1,5-a][1,3,5]triazin-4-yl)amino)methyl)phenyl)acetamide O[C@H]1CN(CCC1)C1=NC=2N(C(=N1)NCC1=CC=C(C=C1)NC(C)=O)N=CC2C(C)C